alpha-L-arabinofuranose O[C@H]1[C@H](O)[C@@H](O)[C@@H](O1)CO